(6-chloro-4-methoxypyridin-2-yl)ethan-1-one (Z,Z)-3,13-octadecadienyl-acetate C(C\C=C/CCCCCCCC\C=C/CCCC)CC(=O)O.ClC1=CC(=CC(=N1)C(C)=O)OC